C(C)OC(C(=O)NCC(=O)C1=CC(=CC=C1)Br)=O 2-((2-(3-Bromophenyl)-2-oxoethyl)amino)-2-oxoacetic acid ethyl ester